N1(C=NC=C1)C=1C(=C(C=NC1)C=1C=C2C=C(N=CC2=C(C1F)N)NC1=NN2CC(NCCC2=C1)=O)C 2-((6-(5-(1H-imidazol-1-yl)-4-methylpyridin-3-yl)-8-amino-7-fluoroisoquinolin-3-yl)amino)-5,6-dihydro-4H-pyrazolo[1,5-d][1,4]diazepin-7(8H)-one